ClC1=NC(=CC(=N1)N1N=NC2=C1C=CC(=C2)OC)Cl 1-(2,6-dichloropyrimidin-4-yl)-5-methoxy-1,2,3-benzotriazole